(S)-N-((R)-(3-chloro-4-fluorophenyl)(trans-4-(trifluoromethyl)cyclohexyl)methyl)-2-oxoimidazolidine-4-carboxamide ClC=1C=C(C=CC1F)[C@H](NC(=O)[C@H]1NC(NC1)=O)[C@@H]1CC[C@H](CC1)C(F)(F)F